FC(C(=O)O)(F)F.FC(C=1C=C(C=C(C1)C(F)(F)F)C1=CC2=C(NC([C@H]3N(C2=O)CCNC3)=O)C=C1)(F)F (S)-8-(3,5-bis(trifluoromethyl)phenyl)-1,3,4,12a-tetrahydrobenzo[e]pyrazino[1,2-a][1,4]diazepine-6,12(2H,11H)-dione 2,2,2-trifluoroacetate